The molecule is a sphingoid that is the C14-analogue of phytosphingosine. It is a sphingoid, an amino alcohol and a triol. It is a conjugate base of a tetradecaphytosphingosine(1+). CCCCCCCCCC[C@H]([C@H]([C@H](CO)N)O)O